COC(=O)C=1N(C=C(C1)Br)CCCNC(=O)OC(C)(C)C 4-bromo-1-(3-((tert-butoxycarbonyl)amino)propyl)-1H-pyrrole-2-carboxylic acid methyl ester